dioleoyl hydrogenphosphite P(O)(OC(CCCCCCC\C=C/CCCCCCCC)=O)OC(CCCCCCC\C=C/CCCCCCCC)=O